N-[Cyano(3,4,5-trimethoxyphenyl)methyl]-1,4-dihydro-2,4-dioxo-3(2H)-quinazolineacetamide C(#N)C(NC(CN1C(NC2=CC=CC=C2C1=O)=O)=O)C1=CC(=C(C(=C1)OC)OC)OC